C(C)(C)(C)OC(=O)N1C(N(CC1C1=CC=C(C=C1)C#CC1=CC=C(C=C1)CN1CCOCC1)CC1=NC=NC(=C1OCC1=CC=CC=C1)OCC1=CC=CC=C1)=O 3-((5,6-bis(benzyloxy)pyrimidin-4-yl)methyl)-5-(4-((4-(morpholinomethyl)phenyl)ethynyl)benzeneyl)-2-oxoimidazoline-1-carboxylic acid tert-butyl ester